N-{(6R)-7,7-difluoro-2-[5-fluoro-6-(methoxymethyl)-4-(2,4,6-trifluorophenyl)-1,2-benzoxazol-3-yl]-3-oxo-2,5,6,7-tetrahydro-3H-pyrrolo[1,2-c]imidazol-6-yl}methanesulfonamide FC1([C@@H](CN2C(N(C=C21)C2=NOC1=C2C(=C(C(=C1)COC)F)C1=C(C=C(C=C1F)F)F)=O)NS(=O)(=O)C)F